3-CHLORO-2-CYANOPHENYLBORONIC ACID ClC=1C(=C(C=CC1)B(O)O)C#N